The molecule is a trihydroxyflavone that is the 4'''-O-sinapoyl derivative of isoscoparin 2''-O-arabinoside. It has a role as a metabolite. It is a monomethoxyflavone, a trihydroxyflavone, a C-glycosyl compound, a disaccharide derivative and a cinnamate ester. It derives from an isoscoparin and a trans-sinapic acid. COC1=CC(=CC(=C1O)OC)/C=C/C(=O)O[C@H]2CO[C@H]([C@@H]([C@H]2O)O)O[C@@H]3[C@H]([C@@H]([C@H](O[C@H]3C4=C(C5=C(C=C4O)OC(=CC5=O)C6=CC(=C(C=C6)O)OC)O)CO)O)O